C(C)OC(=O)C=1C=NN2C1N=C(C=C2NC)NC=2C=CC=C1CCCOC21 5-(chroman-8-ylamino)-7-(methylamino)pyrazolo[1,5-a]pyrimidine-3-carboxylic acid ethyl ester